BrC=1SC(=CN1)C(=O)NCC1=C(C=CC(=C1)Cl)F 2-bromo-N-(5-chloro-2-fluorobenzyl)-1,3-thiazole-5-carboxamide